S(C1=C(C=C(C(=C1)C(C)(C)C)O)C)C1=C(C=C(C(=C1)C(C)(C)C)O)C 4,4'-thio-bis(6-tertiary butyl-3-methylphenol)